FCCCNCCCCC1=CC=C2CCCN(C2=N1)C(=O)OC(C)(C)C tert-butyl 7-(4-((3-fluoropropyl)amino)butyl)-3,4-dihydro-1,8-naphthyridine-1(2H)-carboxylate